(2S,3S,4R,5R)-5-(2-(3,5-dimethyl-1H-pyrazol-4-yl)-6-(methylamino)-9H-purin-9-yl)-N-ethyl-3,4-dihydroxyltetrahydrofuran-2-carboxamide CC1=NNC(=C1C1=NC(=C2N=CN(C2=N1)[C@H]1[C@@H]([C@@H]([C@H](O1)C(=O)NCC)O)O)NC)C